(S)-1-tert-butyl benzyl 3-methylpiperazine-1,3-dicarboxylate C[C@]1(CN(CCN1)C(=O)OC(C)(C)C)C(=O)OCC1=CC=CC=C1